rel-(2s,3r,4r,5s)-3-(3,4-difluorophenyl)-4,5-dimethyl-N-(2-(methylsulfonyl)pyridin-4-yl)-5-(trifluoromethyl)tetrahydrofuran-2-carboxamide FC=1C=C(C=CC1F)[C@@H]1[C@H](O[C@@]([C@@H]1C)(C(F)(F)F)C)C(=O)NC1=CC(=NC=C1)S(=O)(=O)C |o1:8,9,11,12|